C1(=CC=CC2=CC=CC(=C12)C(=O)Cl)C(=O)Cl naphthalene-1,8-dicarboxylic acid dichloride